C(CC=C)C(P(O)(O)=O)C(C#C)(C)C (3-butenyl)(1,1-dimethyl-2-propynyl)methylphosphonic acid